BrC=1C=NC=2CN=CCC2C1 3-Bromo-5,8-dihydro-1,7-naphthyridin